(E)-3-(2,2-difluorobenzo[d][1,3]dioxol-5-yl)-1-(4-(2-(2-hydroxypropan-2-yl)-6-methoxyisonicotinoyl)piperazin-1-yl)prop-2-en-1-one FC1(OC2=C(O1)C=CC(=C2)/C=C/C(=O)N2CCN(CC2)C(C2=CC(=NC(=C2)OC)C(C)(C)O)=O)F